BrC1=NC=C(C=C1OC1=CC=C(C=C1)C(C)(C)C1=CC=C(C=C1)OC1CC(C1)NC(OC(C)(C)C)=O)F Tert-butyl ((1r,3r)-3-(4-(2-(4-((2-bromo-5-fluoropyridin-3-yl)oxy)phenyl)propan-2-yl)benzeneOxy)cyclobutyl)carbamate